ClC=1N=C2C(=NC1)N(C(=C2C(=O)O)C2=CC=CC=C2)C 2-chloro-5-methyl-6-phenyl-5H-pyrrolo[2,3-b]Pyrazine-7-carboxylic acid